C(C)(C)OC(CCCCCCCCCCCCCCCCC)=O Isopropylstearat